6-[(3-{bis[(2S,3R,4R,5R)-2,3,4,5,6-pentahydroxyhexyl]amino}propyl)carbamoyl]-1,3-diethyl-1H-1,3-benzodiazol-3-ium O[C@@H](CN(CCCNC(=O)C=1C=CC2=C(N(C=[N+]2CC)CC)C1)C[C@@H]([C@H]([C@@H]([C@@H](CO)O)O)O)O)[C@H]([C@@H]([C@@H](CO)O)O)O